ClC1=CC=C2C(=N1)N=C(O2)N2CCN(CC2)C(=O)C2=CC(=C(C=C2)C2=NN(N=C2)CC(C)(C)C)F [4-(5-chlorooxazolo[4,5-b]pyridin-2-yl)piperazin-1-yl]-[4-[2-(2,2-dimethylpropyl)triazol-4-yl]-3-fluoro-phenyl]methanone